3alpha,7alpha,22-Trihydroxy-5beta-cholan-24-oic acid O[C@H]1C[C@H]2C[C@H]([C@H]3[C@@H]4CC[C@H]([C@@H](C(CC(=O)O)O)C)[C@]4(CC[C@@H]3[C@]2(CC1)C)C)O